ClC1=NC2=C(N1C)C=CC(=C2)C(F)(F)F 2-chloro-1-methyl-5-(trifluoromethyl)-1H-benzo[d]imidazole